[11CH3]NC1=CC=C(C=C1)C1=CC(=CC2=C1N=C(S2)C=CC#C)O 4-([11C]methylamino)phenyl(buta-1-en-3-ynyl)benz[d]thiazole-6-ol